ClC1=CNC2=NC=CC(=C21)OC2=CC(=C(C=C2)NC(=O)NC2=CC(=C(C=C2)CN2CCN(CC2)C)OC(F)(F)F)F 1-(4-((3-chloro-1H-pyrrolo[2,3-b]pyridin-4-yl)oxy)-2-fluorophenyl)-3-(4-((4-methylpiperazin-1-yl)methyl)-3-(trifluoromethoxy)phenyl)urea